formamidine lead iodine bromide salt IBr.[Pb+2].C(=N)[NH-].C(=N)[NH-]